5-[(7R)-7-{[(2,2-difluorocyclopropyl)methyl]amino}-1-fluoro-3-hydroxy-5,6,7,8-tetrahydronaphthalen-2-yl]-1λ6,2,5-thiadiazolidine-1,1,3-trione FC1(C(C1)CN[C@@H]1CCC=2C=C(C(=C(C2C1)F)N1CC(NS1(=O)=O)=O)O)F